4-[4-(5-ethoxypyridin-3-yl)-3-fluorobenzoyl]piperazin C(C)OC=1C=C(C=NC1)C1=C(C=C(C(=O)N2CCNCC2)C=C1)F